ClC=1C=CC(=C(C1)C1=CC=C2C(=CN=NC2=C1)NCC1=C(C=C(C=C1)OC)OC)C1=NC=CC=N1 7-[5-CHLORO-2-(PYRIMIDIN-2-YL)PHENYL]-N-[(2,4-DIMETHOXYPHENYL)METHYL]CINNOLIN-4-AMINE